FC(C=1C(=C(C=CC1)[C@@H](C)NC=1C2=C(N=C(N1)C)N=C(C(=C2)C2(CCN(CC2)C(C)=O)O)OC)F)F (R)-1-(4-(4-((1-(3-(difluoromethyl)-2-fluorophenyl)ethyl)amino)-7-methoxy-2-methylpyrido[2,3-d]pyrimidin-6-yl)-4-hydroxypiperidin-1-yl)ethan-1-one